CC(CC)OCO 2-n-butoxymethanol